COC1=C(C=C2C(=CC=NC2=C1)N1CCN(CC1)C)C(=O)N 7-methoxy-4-(4-methylpiperazin-1-yl)quinoline-6-carboxamide